C(C)(=O)C1=C(C2=C(N=C(N=C2)NC2=CC=C(C=N2)N2CCC(CC2)N(C)CC=2C=C3CN(C(C3=CC2)=O)C2CNCCC2)N(C1=O)C1CCCC1)C 3-(5-(((1-(6-((6-acetyl-8-cyclopentyl-5-methyl-7-oxo-7,8-dihydropyrido[2,3-d]pyrimidin-2-yl)amino)pyridin-3-yl)piperidin-4-yl)(methyl)amino)methyl)-1-oxoisoindoline-2-yl)piperidine